(S)-N-(1-(6-(benzylsulfanyl)pyridin-3-ylamino)-1-oxo-3-phenylprop-2-yl)-4-fluoro-N-methylbenzamide C(C1=CC=CC=C1)SC1=CC=C(C=N1)NC([C@H](CC1=CC=CC=C1)N(C(C1=CC=C(C=C1)F)=O)C)=O